C1N(CCC2=CC=CC=C12)CC(CN1C(C2=C(CCC1)C=C(C=C2)O)=O)O 2-[3-(3,4-dihydro-1H-isoquinolin-2-yl)-2-hydroxy-propyl]-7-hydroxy-4,5-dihydro-3H-2-benzazepine-1-on